COC1=CC=C(C=C1)/C=C/C(=O)C=1C(NC=C2C=CC=CC12)=O (E)-4-(3-(4-methoxyphenyl)acryloyl)isoquinolin-3(2H)-one